NC1C(NC2=C(CC1)C=CC=C2)=O (E)-3-amino-2,3,4,5-tetrahydro-2-oxo-1H-1-benzazepine